5-(chloromethyl)-3-(4-fluorophenyl)-1,2,4-oxadiazole ClCC1=NC(=NO1)C1=CC=C(C=C1)F